[Br-].[Mg+2].C(C)OCC.[Br-] ethylether magnesium bromide